CC(=C)C1=CC2=CC=CC=C2C=C1 2-(1-methyl-vinyl)naphthalene